ClC1=CC(=C(C=C1)N1C(N2[C@@H](CN(CC2)C=2C(=NC(=CC2)C=2C(=NC=CC2)OCC)C(=O)N[C@H]2CN(CC2)C)C1)=O)C(F)(F)F 3-[(8aS)-2-[4-chloro-2-(trifluoromethyl)phenyl]-3-oxo-5,6,8,8a-tetrahydro-1H-imidazo[1,5-a]pyrazin-7-yl]-6-(2-ethoxypyridin-3-yl)-N-[(3R)-1-methylpyrrolidin-3-yl]pyridine-2-carboxamide